C(C)(=O)N1CC2=C(CC1)N(N=C2N2CCCC1=CC(=C(C=C21)C(F)F)C(=O)O)C2CCOCC2 1-(5-Acetyl-1-(tetrahydro-2H-pyran-4-yl)-4,5,6,7-tetrahydro-1H-pyrazolo[4,3-c]pyridin-3-yl)-7-(difluoromethyl)-1,2,3,4-tetrahydroquinoline-6-carboxylic acid